2-((3-(trifluoromethyl)pyridin-2-yl)oxy)ethan-1-one FC(C=1C(=NC=CC1)OCC=O)(F)F